C(C)SC1=NC(=CC(=C1C(=O)NCC1=CC(=CC=C1)F)C)N1CCC(CC1)C 2-Ethylsulfanyl-N-[(3-fluorophenyl)-methyl]-4-methyl-6-(4-methyl-piperidin-1-yl)-pyridine-3-carboxylic acid amide